(1R)-1-{4-[2-(morpholin-4-yl)ethoxy]phenyl}-2-[4-(4,4,5,5-tetramethyl-1,3,2-dioxaborolan-2-yl)-2H-indazol-2-yl]ethan-1-ol N1(CCOCC1)CCOC1=CC=C(C=C1)[C@H](CN1N=C2C=CC=C(C2=C1)B1OC(C(O1)(C)C)(C)C)O